(1S)-(4,4-difluorocyclohexyl)(7-((5-methyl-2-oxopyrrolidin-3-yl)methyl)imidazo[1,2-b]pyridazin-2-yl)methanaminium 2,2,2-trifluoroacetate FC(C(=O)[O-])(F)F.FC1(CCC(CC1)[C@H]([NH3+])C=1N=C2N(N=CC(=C2)CC2C(NC(C2)C)=O)C1)F